(S)-8-(2-amino-6-((R)-1-(5-chloro-4'-fluoro-3'-(trifluoromethyl)-[1,1'-biphenyl]-2-yl)-2,2,2-trifluoroethoxy)pyrimidin-4-yl)-2,8-diazaspiro[4.5]decane-3-carboxylic acid NC1=NC(=CC(=N1)N1CCC2(C[C@H](NC2)C(=O)O)CC1)O[C@@H](C(F)(F)F)C1=C(C=C(C=C1)Cl)C1=CC(=C(C=C1)F)C(F)(F)F